2,2'-(1,4-phenylene)bis[5-phenyl-oxazole] C1(=CC=C(C=C1)C=1OC(=CN1)C1=CC=CC=C1)C=1OC(=CN1)C1=CC=CC=C1